OC=1C(=CC2=C(NC[C@H]3N(C2=O)C[C@@H](C3)OC)C1)OC (2R,11aS)-8-hydroxy-2,7-dimethoxy-1,2,3,10,11,11a-hexahydro-5H-Benzo[e]pyrrolo[1,2-a][1,4]diazepin-5-one